8-chloro-5,6-dihydro-4H-[1,2,4]triazolo[4,3-a][1]benzazepine-5-ylcarbamate ClC=1C=CC2=C(CC(CC=3N2C=NN3)NC([O-])=O)C1